α-glycidoxyethyltributoxysilane C(C1CO1)OC(C)[Si](OCCCC)(OCCCC)OCCCC